C(=O)(OCC1C2=CC=CC=C2C2=CC=CC=C12)N([C@@H](C1=CC=CC=C1)C(=O)O)C FMOC-N-methyl-L-phenylglycine